mono-tert-butylmalonate C(C)(C)(C)OC(CC(=O)[O-])=O